methyl 2-[[4-[3-[(4-cyano-2-fluoro-phenyl)methoxy]-4-methyl-pyrazol-1-yl]-1-piperidyl]methyl]-3-[[(2S)-oxetan-2-yl]methyl]benzimidazole-5-carboxylate C(#N)C1=CC(=C(C=C1)COC1=NN(C=C1C)C1CCN(CC1)CC=1N(C2=C(N1)C=CC(=C2)C(=O)OC)C[C@H]2OCC2)F